N-(5-((5-chloro-4-((1-(methylsulfonyl)-1,2,3,4-tetrahydroquinolin-8-yl)amino)pyrimidin-2-yl)amino)-4-methoxy-2-(methyl(2-(methylamino)ethyl)amino)phenyl)acrylamide ClC=1C(=NC(=NC1)NC=1C(=CC(=C(C1)NC(C=C)=O)N(CCNC)C)OC)NC=1C=CC=C2CCCN(C12)S(=O)(=O)C